COC=1C=C(CN2CCC(CC2)CNC(OC(C)(C)C)=O)C=CC1 tert-Butyl ((1-(3-methoxybenzyl)piperidin-4-yl)methyl)carbamate